BrC1=CC(=C(C=2C=CC=NC12)O)F 8-bromo-6-fluoro-quinolin-5-ol